ClC1=NC=2N(C(=C1)Cl)N=CC2CC 5,7-dichloro-3-ethylpyrazolo[1,5-a]pyrimidine